[Rh].F[Sb-](F)(F)(F)(F)F.[H+].F[Sb-](F)(F)(F)(F)F.[H+] bis(hexafluoroantimonic acid) rhodium